ClC1=CC(=C2C(=N1)C=CN2C)C=O 5-chloro-1-methyl-1H-pyrrolo[3,2-b]pyridine-7-carbaldehyde